BrC1=C(C=C(C=C1)CCCOC1CCNCC1)C 4-[3-(4-bromo-3-methyl-phenyl)propoxy]piperidine